tert-butyl (2S,4S)-2-(2-(3-hydroxypropoxy)-4-(methoxycarbonyl)phenyl)-4-(prop-2-yn-1-yloxy)piperidine-1-carboxylate OCCCOC1=C(C=CC(=C1)C(=O)OC)[C@H]1N(CC[C@@H](C1)OCC#C)C(=O)OC(C)(C)C